2-fluoro-4-((1-(2-methoxypyrimidin-5-yl)-1H-pyrazol-3-yl)oxy)aniline FC1=C(N)C=CC(=C1)OC1=NN(C=C1)C=1C=NC(=NC1)OC